C(C)(C)(C)OC(=O)N1[C@H](CC[C@@H](C1)C)C1=CC(=CC=C1)OC[C@H]1N(CCC1)C.BrCCCCCCN(S(=O)(=O)C=1C=C(C=CC1OC)NC(C)=O)C1=CC=C(C=C1)Br |&1:22| N-(3-(N-(6-bromohexyl)-N-(4-bromophenyl)sulfamoyl)-4-methoxyphenyl)acetamide tert-Butyl-(2R,5S)-5-methyl-2-[3-[[rac-(2S)-1-methylpyrrolidin-2-yl]methoxy]phenyl]piperidine-1-carboxylate